1,3-dimethylpyridin-2(1H)-one CN1C(C(=CC=C1)C)=O